OC1=C(C=CC(=C1)C(F)(F)F)C=1C=2N(C(=NN1)NC1CN(CCC1)C(=O)[O-])N=CC2 3-((4-(2-hydroxy-4-(trifluoromethyl)phenyl)pyrazolo[1,5-d][1,2,4]triazin-7-yl)amino)piperidine-1-carboxylate